C(C)(=O)OC=1C(=NC=CC1OC)C(=O)N[C@@H](C)C(=O)OC(C)CC butan-2-yl N-[(3-acetoxy-4-methoxypyridin-2-yl) carbonyl]-L-alaninate